C(CCCCCCCCCCCCC)(=O)O.C(C)(=O)C1=CC=CC=C1 Acetophenone myristate